(E)-1-(2-(4-Cyanophenyl)-2-oxoethyl)-4-((hydroxyimino)methyl)pyridin-1-ium bromide [Br-].C(#N)C1=CC=C(C=C1)C(C[N+]1=CC=C(C=C1)/C=N/O)=O